(3-fluoro-4-nitrophenyl)-2-morpholinopropanamide FC=1C=C(C=CC1[N+](=O)[O-])C(C(=O)N)(C)N1CCOCC1